C(C)OC(=O)C1C=NC2=NC=CC=C2C1=O 4-oxo-1,8-naphthyridine-3-carboxylic acid ethyl ester